FC1=CC=C(C=C1)C1=C[C@H]2[C@@H]([C@H]2C1)C1=NOC(=N1)CN1C=NC=2N=CN(C2C1=O)C 1-((3-((1S,5S,6R)-3-(4-fluorophenyl)bicyclo[3.1.0]hex-2-en-6-yl)-1,2,4-oxadiazol-5-yl)methyl)-7-methyl-1,7-dihydro-6H-purin-6-one